C(\C=C/CCCCCC)O (Z)-non-2-en-1-ol